(R)-3-((3-(4-Amino-2-methyl-7,8-dihydropyrido[4,3-d]pyrimidin-6(5H)-yl)phenyl)ethynyl)-3-hydroxy-1-methylpyrrolidin-2-one NC=1C2=C(N=C(N1)C)CCN(C2)C=2C=C(C=CC2)C#C[C@]2(C(N(CC2)C)=O)O